C(C)(C)(C)OC(NC1=NC=CC(=C1)OC1=C(C=C(C=C1)[N+](=O)[O-])C)=O 4-(2-methyl-4-nitrophenoxy)pyridine-2-carbamic acid tert-butyl ester